3,3-difluoropiperidinol FC1(CN(CCC1)O)F